C1OCC12CN(C2)C2CC1(CC2)CCN(CC1)S(=O)(=O)C=1C=CC(=C(C#N)C1)C 5-((2-(2-oxa-6-azaspiro[3.3]hept-6-yl)-8-azaspiro[4.5]dec-8-yl)sulfonyl)-2-methylbenzonitrile